((2-ethyl-6-methoxy-1,2,3,4-tetrahydroisoquinolin-7-yl)amino)-5-((2-hydroxyphenyl)amino)-1,2,4-triazine-6-carboxamide C(C)N1CC2=CC(=C(C=C2CC1)OC)NC=1N=NC(=C(N1)NC1=C(C=CC=C1)O)C(=O)N